(-)-2-ethoxy-5-isobutyrylamino-N-(1-(3-(thiazol-2-yl)phenyl)ethyl)benzamide (+)-camphorate C(C1(C)C(C)(C)C(C(=O)O)CC1)(=O)O.C(C)OC1=C(C(=O)NC(C)C2=CC(=CC=C2)C=2SC=CN2)C=C(C=C1)NC(C(C)C)=O